2-chloro-7-methyl-9-(3-(trifluoromethyl)bicyclo[1.1.1]pentan-1-yl)-7,9-dihydro-8H-purin-8-one ClC1=NC=C2N(C(N(C2=N1)C12CC(C1)(C2)C(F)(F)F)=O)C